2-[(4-acetyl-2-fluorophenyl)amino]-6-amino-7-(1H-indazol-4-yl)-9-isopropyl-7,9-dihydro-8H-purin-8-one C(C)(=O)C1=CC(=C(C=C1)NC1=NC(=C2N(C(N(C2=N1)C(C)C)=O)C1=C2C=NNC2=CC=C1)N)F